The molecule is a hydroxycinnamic acid that is trans-caffeic acid in which the phenolic hydroxy group at position 4 has been converted into its beta-D-glucoside. It is a beta-D-glucoside, a hydroxycinnamic acid and a monosaccharide derivative. It derives from a trans-caffeic acid. It is a conjugate acid of a 4-O-beta-D-glucosyl-trans-caffeate. C1=CC(=C(C=C1/C=C/C(=O)O)O)O[C@H]2[C@@H]([C@H]([C@@H]([C@H](O2)CO)O)O)O